(S)-4-Cyclopropyl-N-((4,4-difluorocyclohexyl)(7-((2-oxotetrahydropyrimidin-1(2H)-yl)methyl)imidazo[1,2-b]pyridazin-2-yl)methyl)-1,2,5-oxadiazole-3-carboxamide C1(CC1)C=1C(=NON1)C(=O)N[C@H](C=1N=C2N(N=CC(=C2)CN2C(NCCC2)=O)C1)C1CCC(CC1)(F)F